S1C(=CC=C1)C=1C2=C(SC1C=1SC=CC1)C=CS2 di(thiophen-2-yl)thieno[3,2-b]thiophene